C1(CCC1)S(=O)(=O)C12CCCC(CC1)N2 (cyclobutylsulfonyl)-8-azabicyclo[3.2.1]octan